aluminum calcium magnesium hydroxychloride OCl.[Mg].[Ca].[Al]